di(tert-butylphenyl) phosphate P(=O)(OC1=C(C=CC=C1)C(C)(C)C)(OC1=C(C=CC=C1)C(C)(C)C)[O-]